4-aminomethyl-2-(4-methylphenyl)thiazole NCC=1N=C(SC1)C1=CC=C(C=C1)C